3-(2-ethylbenzyloxy)thiophene-2-carboxylic acid C(C)C1=C(COC2=C(SC=C2)C(=O)O)C=CC=C1